C(#N)N=S1(CCN(CC1)C[C@H](C)NC(OCC1C2=CC=CC=C2C=2C=CC=CC12)=O)=O (9H-fluoren-9-yl)methyl (S)-(1-(1-(cyanoimino)-1-oxido-1λ6-thiomorpholino)propan-2-yl)carbamate